FC=1C=C(C=CC1F)C1=NC=2C(=C3C(=NC2)N(C=C3)S(=O)(=O)C3=CC=CC=C3)N1[C@@H]1CC[C@H](CC1)C#N trans-4-(2-(3,4-difluorophenyl)-6-(benzenesulfonyl)imidazo[4,5-d]Pyrrolo[2,3-b]Pyridin-1(6H)-yl)cyclohexanecarbonitrile